NC(CC1=CC(=NC(=C1)C(F)(F)F)C(=O)NC1=CC(=CC=C1)C1(COC1)CC1=NN=CN1C)=O 4-(2-amino-2-oxoethyl)-N-(3-(3-((4-methyl-4H-1,2,4-triazol-3-yl)methyl)oxetan-3-yl)phenyl)-6-(trifluoromethyl)picolinamide